C(C=C)N1N(C(C=2C1=NC(=CC2)NC2=NC=C(C(=C2)N[C@H](CO)C2=CC=CC=C2)C2=NC(=NO2)C21CCN(CC2)CC1)=O)C(C)C (S)-1-Allyl-6-((4-((2-hydroxy-1-phenylethyl)amino)-5-(3-(quinuclidin-4-yl)-1,2,4-oxadiazol-5-yl)pyridin-2-yl)amino)-2-isopropyl-1,2-dihydro-3H-pyrazolo[3,4-b]pyridin-3-one